N([C@H](C)C(=O)O)CC(=O)O (R)-strombine